(R)-4-(5-(6-(2-(3-fluorophenyl)pyrrolidin-1-yl)imidazo[1,2-b]pyridazin-3-yl)-3,6-dihydropyridin-1(2H)-yl)piperidine-1-carboxylic acid tert-butyl ester C(C)(C)(C)OC(=O)N1CCC(CC1)N1CCC=C(C1)C1=CN=C2N1N=C(C=C2)N2[C@H](CCC2)C2=CC(=CC=C2)F